C(=O)(O)C=1C=C(OC2=CC=C(C=C2)C(C(=O)OC(C(C)(C2=CC=C(C=C2)OC2=CC(=C(C=C2)C(=O)O)C(=O)O)C2=CC=C(C=C2)OC2=CC(=C(C=C2)C(=O)O)C(=O)O)=O)(C)C2=CC=C(C=C2)OC2=CC(=C(C=C2)C(=O)O)C(=O)O)C=CC1C(=O)O 2,2-bis[4-(3,4-dicarboxyphenoxy)phenyl]propanoic anhydride